C(C)(=O)N1C[C@@H](CCC1)CC(=O)NC1=NC=C(C(=C1)C=1N2CC(CC2=C(C1)C(=O)N)(C)C)Cl (S)-5-(2-(2-(1-acetylpiperidin-3-yl)acetamido)-5-chloropyridin-4-yl)-2,2-dimethyl-2,3-dihydro-1H-pyrrolizine-7-carboxamide